C(C)OC(=O)C=1[C@@H](C(=C(NC1C)C)C(=O)OC)C1=C(C(=CC=C1)Cl)Cl |r| (±)-2,6-dimethyl-4-(2,3-dichlorophenyl)-1,4-dihydro-3,5-pyridinedicarboxylic acid methyl ester ethyl ester